ClC1=NC(=C2C(=N1)N(N=C2)[C@@H]2[C@H]([C@H]([C@@H](O2)CO[C@](COCC(=O)O)(CO)P(=O)(O)O)O)O)NC2CCCC2 |r| rac-((R)-2-(((2S,3R,4S,5S)-5-(6-chloro-4-(cyclopentylamino)-1H-pyrazolo[3,4-d]pyrimidin-1-yl)-3,4-dihydroxytetrahydro-furan-2-yl)methoxy)-3-hydroxy-2-phosphonopropoxy)acetic acid